N1(CCOCC1)C1=C(C=C(C=C1)C1=NNC(OC1)=O)C(F)(F)F 5-[4-(morpholin-4-yl)-3-(trifluoromethyl)phenyl]-3,6-dihydro-2H-1,3,4-oxadiazin-2-one